S1C(=CC=C1)N1C2=C(C3=C1C=CS3)SC=C2 4-(thiophen-2-yl)-4H-dithieno[3,2-b:2',3'-d]pyrrole